C(#N)C(C(=O)OCC)CSCCS ethyl 2-cyano-3-((2-mercaptoethyl)thio)propanoate